[Zn+2].C(\C=C/C(=O)[O-])(=O)[O-] Maleic acid zinc salt